Z-9-hexadecenolide C1(CCCCCCC\C=C/CCCCCCO1)=O